ClC1=C(C(=CC=C1Cl)F)[C@]1(CN(CC1)C(C(=C)F)=O)NC=1C=C2C(N(C=NC2=C(C1)F)C(C)C)=O (R)-6-((3-(2,3-Dichloro-6-fluorophenyl)-1-(2-fluoroacryloyl)pyrrolidin-3-yl)amino)-8-fluoro-3-isopropylquinazolin-4(3H)-one